FC(O[C@H]1C[C@H](CC1)OC=1C=NN(C1)C12CC(C1)(C2)N)(F)F 3-(4-{[cis-3-(trifluoromethoxy)cyclopentyl]oxy}-1H-pyrazol-1-yl)bicyclo[1.1.1]pentan-1-amine